2-(3,4-epoxycyclohexyl)ethylmethoxysilane C1(CC2C(CC1)O2)CC[SiH2]OC